methyl-propionaldehyde methyl-phosphonate tert-butyl-3-[(E)-2-[5-(trifluoromethyl)-1,2-oxazol-3-yl]ethenyl]azetidine-1-carboxylate C(C)(C)(C)OC(=O)N1CC(C1)\C=C\C1=NOC(=C1)C(F)(F)F.CP(O)(O)=O.CC(C=O)C